3-(2-Bromophenyl)-2H-isoquinolin-1-on BrC1=C(C=CC=C1)C=1NC(C2=CC=CC=C2C1)=O